4,6-dimethylpyrrolo[1,2-a]quinoxaline CC=1C=2N(C3=CC=CC(=C3N1)C)C=CC2